C(=O)O.C1=NC=CC2=CC=CC(=C12)CNC=1C=CC(=NC1C)S(=O)(=O)NC=1N=CSC1 5-((isoquinolin-8-ylmethyl)amino)-6-methyl-N-(thiazol-4-yl)pyridine-2-sulfonamide formic acid salt